C(C)OC1=C(C=CC=C1)C1=CC=C(C(=N1)C(=O)N[C@H]1CN(CC1)C)N1[C@@H](CN(CC1)C(=O)[C@@H]1CC[C@@H](CC1)C(F)(F)F)CC 6-(2-ethoxyphenyl)-3-[(2R)-2-ethyl-4-[cis-4-(trifluoromethyl)cyclohexanecarbonyl]piperazin-1-yl]-N-[(3R)-1-methylpyrrolidin-3-yl]pyridine-2-carboxamide